C(C)(C)(C)P(C1=C(C2=CC=CC=C2C=C1)C1=CC=CC2=CC=CC=C12)C(C)(C)C 2-(di-tertbutylphosphino)-1,1'-binaphthyl